Methyl 5-(3-bromo-2-fluorobenzyl)-2-(5-((4,6-difluoro-1H-indol-5-yl)oxy)-2-fluorophenyl)-1H-imidazole-4-carboxylate BrC=1C(=C(CC2=C(N=C(N2)C2=C(C=CC(=C2)OC=2C(=C3C=CNC3=CC2F)F)F)C(=O)OC)C=CC1)F